1-phenylpyrazole-4-boronic acid pinacol ester C1(=CC=CC=C1)N1N=CC(=C1)B1OC(C)(C)C(C)(C)O1